5-amino-6-(3-methoxy-2,6-dimethylphenyl)-2-methyl-3-(trifluoromethyl)-2,6-dihydropyrrolo[2,3-c]pyrazole-4-carboxamide NC1=C(C=2C(=NN(C2C(F)(F)F)C)N1C1=C(C(=CC=C1C)OC)C)C(=O)N